benzyl (1R,4R,7S)-1-((tert-butoxycarbonyl)amino)-4-methyl-3-azabicyclo[5.1.0]oct-5-ene-3-carboxylate C(C)(C)(C)OC(=O)N[C@]12CN([C@@H](C=C[C@@H]2C1)C)C(=O)OCC1=CC=CC=C1